FC1=C(OC=2N=CC(=NC2)NC([C@H](C)N2CC(N(CC2)C(=O)OC(C)(C)C)(C)C)=O)C=CC(=C1)F tert-butyl (S)-4-(1-((5-(2,4-difluorophenoxy)pyrazin-2-yl)amino)-1-oxopropan-2-yl)-2,2-dimethylpiperazine-1-carboxylate